(4-morpholinopiperidine-1-yl)methanone O1CCN(CC1)C1CCN(CC1)C=O